N1C=[NH+]C=C1.O1C(=CC=C1)C(=O)[O-] furancarboxylic acid imidazolium salt